4,6-dibromo-2,5-dimethylnicotinonitrile BrC1=C(C(=NC(=C1C#N)C)Br)C